The molecule is a polycyclic cage that is the 5-hydroxy derivative of platensimycin. It is isolated from Streptomyces platensis. It has a role as a bacterial metabolite. It is a cyclic ether, a cyclic ketone, a dihydroxybenzoic acid, a polycyclic cage, a secondary alcohol, an aromatic amide and a monocarboxylic acid amide. It derives from a platensimycin. C[C@@]1([C@@H]2[C@@H]3C[C@@H]4C[C@@]2(C=CC1=O)[C@H]([C@@]4(O3)C)O)CCC(=O)NC5=C(C=CC(=C5O)C(=O)O)O